C(#N)N[S@@](=O)(=NC(NC1=C2C(=CC=3CCCC13)CC2)=O)C=2SC=C(C2)C(C)(C)O (S)-N-cyano-4-(2-hydroxypropan-2-yl)-N'-((2,4,5,6-tetrahydro-1H-cyclobuta[f]inden-3-yl)carbamoyl)thiophene-2-sulfonimidamide